O=C([C@H](O)[C@@H](O)[C@@H](O)[C@H](O)CO)O hydrogen galactonate